(S,E)-1-((6-Chloro-1-((7-isobutyl-1H-benzo[d]imidazol-2-yl)methyl)-2-oxo-1,2-dihydropyridin-3-yl)amino)-7-(dimethylamino)-1,7-dioxohept-5-en-2-yl-dimethylcarbamat ClC1=CC=C(C(N1CC1=NC2=C(N1)C(=CC=C2)CC(C)C)=O)NC([C@@H](CC\C=C\C(=O)N(C)C)CN(C([O-])=O)C)=O